C[C@@H]1N[C@@H](C[C@](C1)(O)C=1C=C(C=CC1)C)C=1N=NN(C1)C (2S,4S,6S)-2-methyl-6-(1-methyltriazol-4-yl)-4-(m-tolyl)piperidin-4-ol